CC=1C=C(C=NC1C)NC(C(N1[C@H](CCCC1)C1=CC=CC=C1)=O)=O (5,6-dimethyl-3-pyridyl)-2-oxo-2-[(2R)-2-phenyl-1-piperidyl]acetamide